CC(/C=C/C)(C)C TRANS-4,4-DIMETHYL-2-PENTENE